7,9,9-Trimethyl-3,14-dioxa-4,13-dioxo-5,12-diazahexadecane CC(CNC(OCC)=O)CC(CCNC(OCC)=O)(C)C